C(\C=C\C(=O)O)(=O)O.N1[C@@H](CCC1)[C@@H](C)C1=NC(=NC=C1)N ((R)-1-((2S)-pyrrolidin-2-yl)ethyl)pyrimidin-2-amine, fumarate salt